(2R,4S)-tert-butyl 4-(4-amino-3-((1-methyl-1H-benzo[d]imidazol-6-yl)ethynyl)-1H-pyrazolo[3,4-d]pyrimidin-1-yl)-2-(methoxymethyl)pyrrolidine-1-carboxylate NC1=C2C(=NC=N1)N(N=C2C#CC=2C=CC1=C(N(C=N1)C)C2)[C@H]2C[C@@H](N(C2)C(=O)OC(C)(C)C)COC